2-{[2-(4-methoxypyridin-2-yl)-5H,6H,7H-cyclopenta[d]pyrimidin-4-yl](methyl)amino}-N-[(3S)-oxolan-3-yl]acetamide COC1=CC(=NC=C1)C=1N=C(C2=C(N1)CCC2)N(CC(=O)N[C@@H]2COCC2)C